OC1(CCN(CC1)C1=CC=CC(=N1)S(=O)(=O)NC(=O)C1CC1)C(F)(F)F N-((6-(4-hydroxy-4-(trifluoromethyl)piperidin-1-yl)pyridin-2-yl)sulfonyl)cyclopropane-1-carboxamide